ClC1=CC=CC(=N1)N1CC(CC1)[C@@H](CC#N)N1N=CC(=C1)C=1C2=C(N=CN1)NC=C2 (R)-3-[1-(6-chloropyridin-2-yl)pyrrolidin-3-yl]-3-[4-(7H-pyrrolo[2,3-d]pyrimidin-4-yl)-1H-pyrazol-1-yl]propionitrile